3-fluoro-4-(2-iodothieno[3,2-b]pyridin-7-oxy)-aniline FC=1C=C(N)C=CC1OC1=C2C(=NC=C1)C=C(S2)I